CC(C(=O)N[C@@H]1[C@H](CN(CC1)C(=O)OC(C)(C)C)F)(COC1=NC=CC=C1C)C (3s,4S)-tert-butyl 4-(2,2-dimethyl-3-((3-methylpyridin-2-yl)oxy)propanamido)-3-fluoropiperidine-1-carboxylate